(R)-Tetrahydrofuran-3-yl (8-amino-7-fluoro-6-((S)-3-fluoro-8-methyl-2,3-dihydro-1H-pyrido[2,3-b][1,4]oxazin-7-yl)isoquinolin-3-yl)carbamate NC=1C(=C(C=C2C=C(N=CC12)NC(O[C@H]1COCC1)=O)C1=C(C2=C(O[C@H](CN2)F)N=C1)C)F